C(C)(C)(C)OC(C1=NC(=CC=C1C=1C(=NN(C1C)CC1=CC=CC=C1)C(=O)OCC)N1CC2=C(C=CC=C2CC1)C(NC=1SC2=C(N1)C=CC=C2)=O)=O 6-(8-(benzo[d]thiazol-2-ylcarbamoyl)-3,4-dihydroisoquinolin-2(1H)-yl)-3-(1-benzyl-3-(ethoxycarbonyl)-5-methyl-1H-pyrazol-4-yl)picolinic acid tert-butyl ester